(7R)-7-cyclopropyl-7-methyl-2-[(3R)-3-methylmorpholin-4-yl]-5,6-dihydropyrazolo[1,5-a]pyrazin-4-one C1(CC1)[C@@]1(CNC(C=2N1N=C(C2)N2[C@@H](COCC2)C)=O)C